2,6-naphthalenedisulfonic acid C1=C(C=CC2=CC(=CC=C12)S(=O)(=O)O)S(=O)(=O)O